1-((4-methoxyphenyl)sulfonyl)-4-phenyl-1H-1,2,3-triazole COC1=CC=C(C=C1)S(=O)(=O)N1N=NC(=C1)C1=CC=CC=C1